COCCN1CCN(CC1)C1=C(C=C(C=C1)[N+](=O)[O-])O 2-[4-(2-methoxyethyl)piperazin-1-yl]-5-nitrophenol